OC[C@H]1N(C[C@@H]([C@H]([C@@H]1O)O)O)CCC1=CSC=C1 (2R,3R,4R,5S)-2-(hydroxymethyl)-1-(2-(thien-3-yl)ethyl)piperidine-3,4,5-triol